C1NCC12CC(C2)C=2C=NC(=NC2)C=2C(=NOC2C2CC2)C2=NN(C1=NC=NC(=C12)N)C(C)(C)C 3-[4-[5-(2-azaspiro[3.3]heptan-6-yl)pyrimidin-2-yl]-5-cyclopropyl-isoxazol-3-yl]-1-tert-butyl-pyrazolo[3,4-d]pyrimidin-4-amine